(S)-5-(4-((1-(cyclopropylmethyl)-1H-pyrazol-4-yl)sulfonyl)-3-(methoxymethyl)piperazin-1-yl)-1-(4-fluorophenyl)-1H-indazole C1(CC1)CN1N=CC(=C1)S(=O)(=O)N1[C@@H](CN(CC1)C=1C=C2C=NN(C2=CC1)C1=CC=C(C=C1)F)COC